N=1N=CC2=CN=C(CC21)C(=O)[O-] pyrazolo[4,3-c]pyridine-6-carboxylate